1-(isopropylimino)hexahydro-1lambda6-thiopyran-4-formaldoxime 1-oxide C(C)(C)N=S1(CCC(CC1)C=NO)=O